(1S,2R)-2-((4-(benzo[d]thiazol-6-ylamino)-7-(1-methyl-1H-pyrazol-4-yl)quinazolin-5-yl)oxy)cyclobutan-1-ol S1C=NC2=C1C=C(C=C2)NC2=NC=NC1=CC(=CC(=C21)O[C@H]2[C@H](CC2)O)C=2C=NN(C2)C